urethane aminoacrylate NC(C(=O)O)=C.NC(=O)OCC